[O-]S(=O)(=O)C(F)(F)F.C[NH+]1C(CCC1)C 1,2-Dimethylpyrrolidinium triflat